C(CC(O)(C(=O)OC(C)CC(CC)CC)CC(=O)OC(C)CC(CC)CC)(=O)OC(C)CC(CC)CC tri(4-ethyl-2-hexyl) citrate